3-[1-[4-methyl-6-oxo-5-(trifluoromethyl)-1H-pyridazin-3-yl]ethoxy]propionic acid CC=1C(=NNC(C1C(F)(F)F)=O)C(C)OCCC(=O)O